COC1=CC(=C(C=C1OC)CCCCCCCCCC[P+](C1=CC=CC=C1)(C1=CC=CC=C1)C1=CC=CC=C1)C (10-(4,5-dimethoxy-2-methylphenyl)decyl)triphenylphosphonium